N1=CN=C(C2=C1NC=C2)N2CCSC(=C2)C(=O)OCC ethyl 4-(7H-pyrrolo[2,3-d]pyrimidin-4-yl)-3,4-dihydro-2H-1,4-thiazine-6-carboxylate